C(C)(C)(C)OC(=O)N1[C@@H]2[C@H](NC[C@H]1CC2)COC2=C1C(=NC(=NC1=CC(=C2Cl)Br)Cl)O (1S,2S,5R)-2-(((7-bromo-2,6-dichloro-4-hydroxyquinazolin-5-yl)oxy)methyl)-3,8-diazabicyclo[3.2.1]octane-8-carboxylic acid tert-butyl ester